(4-cyclopropyl-1H-imidazole-1-yl)-2-fluoro-N-(6-(4-isopropyl-4H-1,2,4-triazole-3-yl)pyridine-2-yl)-4-methylbenzamide C1(CC1)C=1N=CN(C1)C=1C(=C(C(=O)NC2=NC(=CC=C2)C2=NN=CN2C(C)C)C=CC1C)F